(S)-N-cyclobutyl-2-(4-(4-fluoropyrazolo[1,5-a]pyridin-2-yl)-1,4,6,7-tetrahydro-5H-imidazo[4,5-c]pyridin-5-yl)pyrimidine-5-carboxamide C1(CCC1)NC(=O)C=1C=NC(=NC1)N1[C@@H](C2=C(CC1)NC=N2)C2=NN1C(C(=CC=C1)F)=C2